hydroxyisobutyric acid 6-methylheptan-2-yl ester CC(CCCC(C)OC(C(C)(C)O)=O)C